(S)-4-(2-(1-ethyl-3-(trifluoromethyl)-1H-pyrazol-4-yl)phenyl)-4,5,6,7-tetrahydrothieno[2,3-c]pyridine-2-carbonitrile C(C)N1N=C(C(=C1)C1=C(C=CC=C1)[C@H]1C2=C(CNC1)SC(=C2)C#N)C(F)(F)F